The molecule is a branched hexasaccharide corresponding to the complete inner core of the lipopolysaccharide mutant 44/76(Mu-4) of Neisseria meningitidis. It is an oligosaccharide phosphate and an amino hexasaccharide. CC(=O)N[C@@H]1[C@H]([C@@H]([C@H](O[C@@H]1O[C@H]2[C@H]([C@@H]([C@H](O[C@@H]2O[C@@H]3[C@@H]([C@H](O[C@@H]([C@H]3O[C@H]4[C@@H]([C@H]([C@@H]([C@H](O4)CO)O)O)O)[C@H](CO)O)O[C@@H]5[C@@H](C[C@@](O[C@@H]5[C@@H](CO)O)(C(=O)O)O)O[C@@]6(C[C@H]([C@H]([C@H](O6)[C@@H](CO)O)O)O)C(=O)O)O)[C@H](CO)O)O)OP(=O)(O)OCCN)CO)O)O